C(C)(=O)O.C(C)(=O)O.C(C)(=O)O.NC(=N)NNC(=N)N biguanidine triacetate